2-[(4-chlorophenyl)methoxy]-2-(2,4-dichlorophenyl)-1H-imidazol ClC1=CC=C(C=C1)COC1(NC=CN1)C1=C(C=C(C=C1)Cl)Cl